COC(\C=C\CN(C)CCCN1CCN(CC1)CCCNC(=O)OC(C)(C)C)=O methyl-(E)-4-[3-[4-[3-(tert-butoxycarbonylamino) propyl]piperazin-1-yl]propyl-methyl-amino]but-2-enoate